CC=1OC2=C(N1)C=C(C=C2)NC(C2=CC(=CC=C2)NS(=O)(=O)C=2SC=CC2)=O N-(2-methylbenzo[d]oxazol-5-yl)-3-(thiophene-2-sulfonamido)benzamide